ClC=1C(=NC(=NC1)NC1=CC=C(C=C1)N=S(=O)(C)C)N1C=C(C2=CC(=CC=C12)NC(C=C)=O)C N-[1-[5-Chloro-2-[4-[[dimethyl(oxo)-λ6-sulfanylidene]amino]anilino]pyrimidin-4-yl]-3-methyl-indol-5-yl]prop-2-enamide